OC=1C(=C(C=O)C=CC1O)C 3,4-dihydroxy-2-methyl-benzaldehyde